C(#N)[N-]C#N dicyanoamide